C(C(=C)C)(=O)OCCOCCOCCNC1=CC=CC=2C(C3=CC=CC=C3C(C12)=O)=O 2-(2-(2-((9,10-dioxo-9,10-dihydroanthracen-1-yl)amino) ethoxy) ethoxy)ethyl methacrylate